C(C1=CC=CC=C1)OC=1C=CC2=C(CNS(O2)(=O)=O)C1 6-benzyloxy-3,4-dihydro-1,2λ6,3-benzoxathiazine 2,2-dioxide